3,4-bisbenzyloxy-5-cyanotetrahydrofuran C(C1=CC=CC=C1)OC1COC(C1OCC1=CC=CC=C1)C#N